[Si]=O.[B].[Fe].[Pb] lead-iron-boron-silicon oxide